trimethyloxazolidine-3-carboxylate CC1N(C(OC1)(C)C)C(=O)[O-]